ClC1=C(CNC(C(C)C)=O)C=CC(=C1C=1NC(C=C(N1)C=1C=NC(=CC1)OCCC(F)(F)F)=O)F N-(2-chloro-4-fluoro-3-{6-oxo-4-[6-(3,3,3-trifluoropropoxy)pyridin-3-yl]-1,6-dihydropyrimidin-2-yl}benzyl)isobutyramide